(R)-((2-(2-aminopyridin-4-yl)-6-((R)-3-methylmorpholino)pyrimidin-4-yl)imino)(methyl)(oxetan-3-yl)-λ6-sulfanone NC1=NC=CC(=C1)C1=NC(=CC(=N1)N=[S@](=O)(C1COC1)C)N1[C@@H](COCC1)C